FC1(CC1)C(=O)C=1N=C2N(N1)[C@@H](C[C@@H]2F)C2=CC=CC=C2 |r| (1-fluorocyclopropyl)-(rac-(5s,7s)-7-fluoro-5-phenyl-6,7-dihydro-5H-pyrrolo[1,2-b][1,2,4]triazol-2-yl)methanone